CC1=C(C=CC=C1NC(=O)C1=NN2C(C(CCC2)NC)=C1)C1=C(C(=CC=C1)NC(=O)C1=NN2C(C(CCC2)NC)=C1)C N,N'-(2,2'-dimethyl-[1,1'-biphenyl]-3,3'-diyl)bis(4-(methylamino)-4,5,6,7-tetrahydropyrazolo[1,5-a]pyridine-2-carboxamide)